rel-(1R,3R,5R,6R)-2-{[(9H-fluoren-9-yl)methoxy]carbonyl}-6-(trifluoromethyl)-2-azabicyclo[3.1.0]hexane-3-carboxylic acid C1=CC=CC=2C3=CC=CC=C3C(C12)COC(=O)N1[C@H]2[C@@H]([C@H]2C[C@@H]1C(=O)O)C(F)(F)F |o1:18,19,20,22|